carbon chromium-iron [Fe].[Cr].[C]